3-amino-1-benzofuran-2-carboxamide NC1=C(OC2=C1C=CC=C2)C(=O)N